(2-fluoro-4-methyl-5-pyridazin-3-ylphenyl)-9-azatricyclo[6.2.1.02,7]undeca-2(7),3,5-triene-9-carboxamide FC1=C(C=C(C(=C1)C)C=1N=NC=CC1)C12C=3C=CC=CC3C(N(C1)C(=O)N)C2